2,7-bis(4-bromophenyl)naphtho[1,2-b:5,6-b']difuran BrC1=CC=C(C=C1)C1=CC2=C(O1)C=1C=CC3=C(OC(=C3)C3=CC=C(C=C3)Br)C1C=C2